N-(5-((6-(2,4-difluorophenoxy)-8-methyl-7-oxo-7,8-dihydropyrido[2,3-d]pyrimidin-2-yl)amino)-4-methoxy-2-((3aR,6aS)-5-methylhexahydropyrrolo[3,4-c]pyrrol-2(1H)-yl)phenyl)acrylamide FC1=C(OC2=CC3=C(N=C(N=C3)NC=3C(=CC(=C(C3)NC(C=C)=O)N3C[C@@H]4CN(C[C@@H]4C3)C)OC)N(C2=O)C)C=CC(=C1)F